(E)-4-((4-(2-(9H-carbazole-9-yl)ethoxy)phenyl)azo)phenol C1=CC=CC=2C3=CC=CC=C3N(C12)CCOC1=CC=C(C=C1)\N=N\C1=CC=C(C=C1)O